ClC=1C=C(C=CC1)C=1N=C(NC1C=1C=C2C=CC=NC2=CC1)C 6-(4-(3-Chlorophenyl)-2-methyl-1H-imidazol-5-yl)quinoline